C(CCC)N(CC(=O)[O-])CCCC.[K+] potassium N,N-dibutyl-glycinate